7-Bromo-benzo[1,2,5]thiadiazole-4-carbaldehyde oxime BrC1=CC=C(C2=NSN=C21)C=NO